1-(4-(2-Oxa-6-azaspiro[3.3]heptan-6-yl)phenyl)-5,7-difluoro-1H-indazol-6-ol C1OCC12CN(C2)C2=CC=C(C=C2)N2N=CC1=CC(=C(C(=C21)F)O)F